COC(=O)C1=C(C=CC=C1)[S+](C1=CC=CC=C1)C1=CC=CC=C1 (methoxycarbonylphenyl)diphenyl-sulfonium